ethyl 5-methyl-2,4-dioxo-1-(2-phenylethyl)-3-propyl-1H,2H,3H,4H-thieno[2,3-d]pyrimidine-6-carboxylate CC1=C(SC=2N(C(N(C(C21)=O)CCC)=O)CCC2=CC=CC=C2)C(=O)OCC